C(#N)C=1C=C(C=CC1)C=1N=C(SC1C1=CC(=NC(=C1)C)C)NC(=O)N1CC2N(C(OCC2)=O)CC1 N-[4-(3-cyanophenyl)-5-(2,6-dimethyl-4-pyridyl)thiazol-2-yl]-6-oxo-1,3,4,8,9,9a-hexahydropyrazino[1,2-c][1,3]oxazine-2-carboxamide